3-(5-(chloromethyl)pyridin-3-yl)piperidine-2,6-dione ClCC=1C=C(C=NC1)C1C(NC(CC1)=O)=O